C(C(C)C)(=O)OC1=C(C(=CC(=C1)Br)/C=N/C(C(C)C)O)O (E)-5-bromo-2-hydroxy-3-((1-hydroxy-2-methylpropyl-imino)meth-yl)phenyl isobutyrate